FC=1C(=NC=C(C1)F)C(C)NC(=O)[C@@H]1CN(CC[C@H]1NC(=O)C1=NOC(=C1)C1=C(C=C(C=C1)F)F)C1CCCCC1 |o1:13,18| (3R*,4R*)-1-Cyclohexyl-4-{[5-(2,4-difluoro-phenyl)-isoxazole-3-carbonyl]-amino}-piperidine-3-carboxylic acid [1-(3,5-difluoro-pyridin-2-yl)-ethyl]-amide